OC1C(CCCC1)N1N=C(C=CC1=O)C(=O)O 1-(2-hydroxycyclohexyl)-6-oxo-1,6-dihydropyridazine-3-carboxylic acid